[4-({[4-(phenylmethoxy)phenyl]amino}carbonyl)-1,5-dimethyl-1H-pyrrol-2-yl]-4-fluoro-5-methoxybenzoic acid C1(=CC=CC=C1)COC1=CC=C(C=C1)NC(=O)C=1C=C(N(C1C)C)C1=C(C(=O)O)C=C(C(=C1)F)OC